6-(4-(2-(trifluoromethoxy)phenyl)piperidine-1-yl)-2-azaspiro[3.4]Octane FC(OC1=C(C=CC=C1)C1CCN(CC1)C1CC2(CNC2)CC1)(F)F